icosa-5,8,11,14,17-pentaenoyl chloride C(CCCC=CCC=CCC=CCC=CCC=CCC)(=O)Cl